C(CC)OC(C)COC(C)CO dipropylene glycol monopropyl ether